SCC(=O)OCCOC(CS)=O 1,2-ethanediol di(2-mercaptoacetate)